((6-((perfluorophenoxy)carbonyl)isoquinolin-3-yl)methyl)phosphonic Acid FC1=C(OC(=O)C=2C=C3C=C(N=CC3=CC2)CP(O)(O)=O)C(=C(C(=C1F)F)F)F